NC=1C=C(NN1)[C@@H]1C[C@@H](CC1)N(C(O)=O)C(C)C.ClC1=CC=C(C(=O)NC2=NC(N(S2)CC2=CC=C(C=C2)Cl)=O)C=C1 4-chloro-N-[2-[(4-chlorophenyl)methyl]-3-oxo-1,2,4-thiadiazol-5-yl]benzamide (1R,3S)-3-(5-amino-2H-pyrazol-3-yl)cyclopentyl-N-isopropylcarbamate